5-(2-aminopyridin-4-yl)-7-(cyclohexylethynyl)-1H-indazol-3-amine NC1=NC=CC(=C1)C=1C=C2C(=NNC2=C(C1)C#CC1CCCCC1)N